CN1N=C(C2=NC(=CC(=C21)C2(CC2)C#N)N2[C@@H](COCC2)C)C2=NN(C=C2)C2OCCCC2 1-(1-methyl-5-((R)-3-methylmorpholinyl)-3-(1-(tetrahydro-2H-pyran-2-yl)-1H-pyrazol-3-yl)-1H-pyrazolo[4,3-b]pyridin-7-yl)cyclopropanecarbonitrile